O[C@@H]1[C@H](CN(C[C@@H]1O)C(CCCCCO)=O)NC(C)=O N-[(3S,4R,5S)-4,5-dihydroxy-1-(6-hydroxyhexanoyl)-3-piperidinyl]Acetamide